5-[(6-cyano-5-methylthiopyridin-3-yl)carbamoyl]-6,6,6-trifluoro-5-hydroxyhexanoic acid ethyl ester C(C)OC(CCCC(C(F)(F)F)(O)C(NC=1C=NC(=C(C1)SC)C#N)=O)=O